methyl 2-[(2's,4r)-6-((diphenylmethylene)amino)-2',5-difluoro-1-oxo-spiro[3H-isoquinoline-4,1'-cyclopropane]-2-yl]acetate C1(=CC=CC=C1)C(C1=CC=CC=C1)=NC=1C(=C2C(=CC1)C(N(C[C@]21[C@H](C1)F)CC(=O)OC)=O)F